4-[[2-(5-Chloro-2-hydroxyphenyl)acetyl]amino]-N-phenyl-pyridin ClC=1C=CC(=C(C1)CC(=O)NC1=CCN(C=C1)C1=CC=CC=C1)O